COC1=C(C=C(C(=N1)C(=O)N)[N+](=O)[O-])OCCCN1CCOCC1 6-Methoxy-5-(3-morpholinopropoxy)-3-nitropyridinecarboxamide